NCC1N(C(C=2N(C1)N=C1C2CN([C@@H](C1)C)C(=O)OC(C)(C)C)=O)C(C)C1=CC=C(C=C1)OC(F)F (3R)-tert-butyl 8-(aminomethyl)-9-(1-(4-(difluoromethoxy) phenyl) ethyl)-3-methyl-10-oxo-3,4,7,8,9,10-hexahydropyrido[4',3':3,4]pyrazolo[1,5-a]pyrazine-2(1H)-carboxylate